1-(4-chloro-3-(2-hydroxyethyl)-1-phenyl-1H-pyrazol-5-yl)-3-((3s,4r)-4-(3,4-difluorophenyl)-1-(2-methoxyethyl)pyrrolidin-3-yl)urea ClC=1C(=NN(C1NC(=O)N[C@@H]1CN(C[C@H]1C1=CC(=C(C=C1)F)F)CCOC)C1=CC=CC=C1)CCO